CN(C(=O)[C@H]1[C@@H]([C@@H]2CC[C@H]([C@@H]3CC[C@]4(OO[C@]32[C@H](O1)O4)C)C)C)CC(F)(F)F (3R,5aS,6R,8aS,9R,10R,12R,12aR)-N,3,6,9-tetramethyl-N-(2,2,2-trifluoroethyl)decahydro-12H-3,12-epoxypyrano[4,3-j][1,2]benzodioxepin-10-carboxamide